N-[4-carbamoyl-3-(trifluoromethyl)benzene-1-sulfonyl]-L-γ-glutamylglycyl-3-(pyridin-4-yl)-L-alanyl-N-(4-carbamoylphenyl)-3-methyl-L-valinamide C(N)(=O)C1=C(C=C(C=C1)S(=O)(=O)N[C@@H](CCC(=O)NCC(=O)N[C@@H](CC1=CC=NC=C1)C(=O)N[C@@H](C(C)(C)C)C(=O)NC1=CC=C(C=C1)C(N)=O)C(=O)O)C(F)(F)F